2-((5-((4-chlorophenyl)difluoromethyl)-1,2,4-oxadiazol-3-yl)methyl)propenoic acid ClC1=CC=C(C=C1)C(C1=NC(=NO1)CC(C(=O)O)=C)(F)F